(S)-2-(9-bromo-8-methoxy-1-(2,2,2-trifluoroethyl)-5,6-dihydropyrrolo[2,1-a]isoquinoline-3-carboxamido)-4,4,4-trifluoro-2-methylbutanoic acid BrC1=C(C=C2CCN3C(C2=C1)=C(C=C3C(=O)N[C@](C(=O)O)(CC(F)(F)F)C)CC(F)(F)F)OC